C(CCCCC)(=O)N[C@@H]([C@H](O)C)C(=O)O N-hexanoyl-Threonine